2-(2-oxo-6-(3-(trifluoromethyl)phenyl)-3-trityl-2,3-dihydro-1H-imidazo[4,5-b]Pyridin-1-yl)acetic acid O=C1N(C=2C(=NC=C(C2)C2=CC(=CC=C2)C(F)(F)F)N1C(C1=CC=CC=C1)(C1=CC=CC=C1)C1=CC=CC=C1)CC(=O)O